[C@H]12[C@@H](C[C@H](CC1)C2)C=2N=C(C1=C(N2)NC=C1I)Cl ((1S,2R,4R)-bicyclo[2.2.1]hept-2-yl)-4-chloro-5-iodo-7H-pyrrolo[2,3-d]pyrimidine